O1C=NC2=C1C=CC(=C2)C(N2CCN(CC2)C=2C1=C(N=CN2)C2=C(O1)C=CC=C2)C=2C=CC1=C(N=CO1)C2 N-(1,3-benzobisoxazol-5-ylmethyl)-4-([1]benzofuro[3,2-d]pyrimidin-4-yl)piperazine